iso-butylate CC(C)C[O-]